BrCCCCl 1-Bromo-3-Chloro-Propane